ClC1=CC=C(C=C1)C1=C(OC2=C(C1=O)C=CC=C2)C 3-(4-chlorophenyl)-2-methyl-4H-benzopyran-4-one